Ethyl 7-[tert-butyl(dimethyl)silyl]oxy-5-isopropyl-6,7-dihydro-5H-pyrrolo[1,2-b][1,2,4]triazole-2-carboxylate [Si](C)(C)(C(C)(C)C)OC1CC(N2N=C(N=C21)C(=O)OCC)C(C)C